CC=1C=C(C=NC1)S(=O)(=O)NC=1N=CSC1 5-methyl-N-(thiazol-4-yl)pyridine-3-sulfonamide